N-(3-(2-chloro-5-fluorophenyl)-1,7-dioxo-2,3,6,7-tetrahydro-1H-pyrrolo[3,4-f]quinolin-4-yl)-5-fluoro-3-hydroxy-3-(trifluoromethyl)indole-2,2-d2-1-carboxamide ClC1=C(C=C(C=C1)F)C1NC(C2=C3C=CC(NC3=CC(=C21)NC(=O)N2C(C(C1=CC(=CC=C21)F)(C(F)(F)F)O)([2H])[2H])=O)=O